ClC=1C=C(C=CC1)[C@@H]1[C@H](C1)C(=O)NC1=NC=NC(=C1)NCC=1N=C2N(C=C(C=C2C2(CN(C2)C)O)C2CC2)C1 (1S,2S)-2-(3-chlorophenyl)-N-(6-(((6-cyclopropyl-8-(3-hydroxy-1-methylazetidin-3-yl)imidazo[1,2-a]pyridin-2-yl)methyl)amino)pyrimidin-4-yl)cyclopropane-1-carboxamide